C(C)(C)OC=1C=C2C(=NN(C2=CC1)C1OCCCC1)C1=NC=CC(=N1)C1=NN(C(=C1)C)C(C(=O)O)C 2-[3-[2-(5-Isopropoxy-1-tetrahydropyran-2-yl-indazol-3-yl)pyrimidin-4-yl]-5-methyl-pyrazole-1-yl]propionic acid